N,N'-bis(3,5-di-t-butylsalicylidene)-1,2-ethylenediamine C(C)(C)(C)C1=C(C(C=NCCN=CC=2C(O)=C(C=C(C2)C(C)(C)C)C(C)(C)C)=CC(=C1)C(C)(C)C)O